3-((6-chloro-4-methylpyridazin-3-yl)amino)-1-methylcyclobutan-1-ol ClC1=CC(=C(N=N1)NC1CC(C1)(O)C)C